C(C1=CC=CC=C1)N([C@@H]1CC=2C(=CC(=NC2CC1)N1CCN(CC1)C(=O)OC(C)(C)C)F)C(=O)OCC1=CC=CC=C1 tert-Butyl 4-[(6S)-6-[benzyl[(benzyloxy)carbonyl]amino]-4-fluoro-5,6,7,8-tetrahydroquinolin-2-yl]piperazine-1-carboxylate